C(C)C=1C=CC=C2C(=C(NC12)C)CC(=O)O (7-ethyl-2-methyl-1H-indol-3-yl)-acetic acid